2-chloro-4-(4-((7-ethyl-6-oxo-5,6-dihydro-1,5-naphthyridin-3-yl)methyl)piperazin-1-yl)-6-fluoro-aza-methylbenzamide ClC1=C(C(=O)N)C(=CC(=C1N)N1CCN(CC1)CC=1C=NC=2C=C(C(NC2C1)=O)CC)F